C1(=CC=CC=C1)C1CCC(CC1)OC([C@@H](NP(=O)(OC1=CC=CC=C1)OC1=CC=C(C=C1)[N+](=O)[O-])C)=O Trans-((4-nitrophenoxy)(phenoxy)phosphoryl)-L-alanine 4-phenylcyclohexyl ester